C(C)(C)(C)OC(=O)N1CCC(CC1)OC1=NN(C=C1Cl)CC1=C(C=C(C=C1)Cl)F 4-((4-chloro-1-(4-chloro-2-fluorobenzyl)-1H-pyrazol-3-yl)oxy)piperidine-1-carboxylic acid tert-butyl ester